(R)-3-(6-(4-(2-methoxyphenyl)piperidin-1-yl)-2-azaspiro[3.4]oct-2-yl)-5-(trichloromethyl)-1,2,4-oxadiazole COC1=C(C=CC=C1)C1CCN(CC1)[C@H]1CC2(CN(C2)C2=NOC(=N2)C(Cl)(Cl)Cl)CC1